C(C)(=O)OC(C(=O)N1CC2N(C(C1)C2)C2=NC(=C1C(=N2)N(N=C1)C1=C(C=C(C=C1)F)F)O)(C)C [2-[6-[1-(2,4-difluorophenyl)-4-hydroxy-pyrazolo[3,4-d]pyrimidin-6-yl]-3,6-diazabicyclo[3.1.1]heptan-3-yl]-1,1-dimethyl-2-oxo-ethyl] acetate